N-(4-methyl-3-((3-(9-(tetrahydro-2H-pyran-2-yl)-9H-purin-6-yl)pyridin-2-yl)amino)phenyl)-2-((R)-3-(trifluoromethyl)piperidin-1-yl)acetamide CC1=C(C=C(C=C1)NC(CN1C[C@@H](CCC1)C(F)(F)F)=O)NC1=NC=CC=C1C1=C2N=CN(C2=NC=N1)C1OCCCC1